C(#N)C1=C(C=CC=C1)C=1OC2=C(C=C(C=C2C(C1C)=O)C)[C@@H](C)NC1=C(C(=O)O)C=CC=C1 2-[[(1R)-1-[2-(2-Cyanophenyl)-3,6-dimethyl-4-oxo-chromen-8-yl]ethyl]amino]benzoic acid